ClC1=CNC2=C(C=CC(=C12)C)NS(=O)(=O)C=1C=NN(C1)C N-(3-chloro-4-methyl-1H-indol-7-yl)-1-methyl-pyrazole-4-sulfonamide